CC1=CC2=C(N=C(S2)C2=CC=C(C=C2)C(S(=O)(=O)N)C2=CC=C(C=C2)C(F)(F)F)C=C1 (4-(6-methylbenzo[d]thiazol-2-yl)phenyl)-1-(4-(trifluoromethyl)phenyl)methanesulfonamide